2-(((1R,3s,5S)-9-azabicyclo[3.3.1]non-3-yl)(methyl)amino)-6-((5-methyl-1H-pyrazol-3-yl)amino)pyrimidine-4-carboxamide [C@H]12CC(C[C@H](CCC1)N2)N(C2=NC(=CC(=N2)C(=O)N)NC2=NNC(=C2)C)C